N-((3R,4R)-3-Fluoropiperidin-4-yl)-2-(1H-imidazol-1-yl)-5H-pyrrolo[3,2-d]pyrimidine-4-carboxamide F[C@@H]1CNCC[C@H]1NC(=O)C=1C2=C(N=C(N1)N1C=NC=C1)C=CN2